C(C)(C)(C)C1=C(C=C(C=N1)C=1N=C2SC[C@H](CN2C(C1C#N)=O)C)F (S)-8-(6-(tert-butyl)-5-fluoropyridin-3-yl)-3-methyl-6-oxo-3,4-dihydro-2H,6H-pyrimido[2,1-b][1,3]thiazine-7-carbonitrile